2-((1-methylpiperidin-4-yl)oxy)benzonitrile TFA salt OC(=O)C(F)(F)F.CN1CCC(CC1)OC1=C(C#N)C=CC=C1